FC=1C=C(C=NC1C(=O)O)C=1CCN(CC1)C(=O)O 5-fluoro-3',6'-dihydro-2'H-[3,4'-bipyridine]-1',6-dicarboxylic acid